(S)-(1-hydroxy-6,6,9-trimethyl-3-pentyl-6H-benzo[c]chromen-2-yl)(2-methylaziridin-1-yl)methanone OC1=C2C3=C(C(OC2=CC(=C1C(=O)[N@@]1C(C1)C)CCCCC)(C)C)C=CC(=C3)C